7-(N-(1H-pyrazol-3-yl)acetamido)-6-fluoro-1-(2-fluoro-4-hydroxyphenyl)-4-oxo-1,4-dihydro-quinoline-3-carboxylic acid N1N=C(C=C1)N(C(C)=O)C1=C(C=C2C(C(=CN(C2=C1)C1=C(C=C(C=C1)O)F)C(=O)O)=O)F